2,4'-dihydroxy-1,1'-biphenyl OC1=C(C=CC=C1)C1=CC=C(C=C1)O